COC1=CC=C(C=C1)C1=CC=C(C(=N1)OC1=C(C=C(C=C1C)C)C)C(=O)NS(=O)(=O)C1=NNC=C1 6-(4-Methoxyphenyl)-N-(1H-pyrazol-3-ylsulfonyl)-2-(2,4,6-trimethylphenoxy)pyridin-3-carboxamid